3-(4-(2-(2-bromoethoxy)ethylsulfanyl)-1-oxoisoindolin-2-yl)piperidine-2,6-dione BrCCOCCSC1=C2CN(C(C2=CC=C1)=O)C1C(NC(CC1)=O)=O